N1=CC=C(C=C1)C1=NC(=NC(=N1)C1=CC=NC=C1)C1=CC=NC=C1 2,4,6-tris(pyridin-4-yl)-1,3,5-triazine